ClC=1C=C(C=C(C1)Cl)C1(CC(=NO1)N1CC2=C(C1)C(=C(S2)C(=O)NC2(CC2)C)C)C(F)(F)F 5-(5-(3,5-dichlorophenyl)-5-(trifluoromethyl)-4,5-dihydroisoxazol-3-yl)-3-methyl-N-(1-methylcyclopropyl)-5,6-dihydro-4H-thieno[2,3-c]pyrrole-2-carboxamide